C=1(C(=CC=CC1)O)O 1,2-benzenediol